1-(4-(4-AMINO-7-(1-METHYLPYRROLIDIN-3-YL)-7H-PYRROLO[2,3-D]PYRIMIDIN-5-YL)-2-FLUOROPHENYL)-3-(3-(1-(TRIFLUOROMETHYL)CYCLOPROPYL)ISOXAZOL-5-YL)UREA NC=1C2=C(N=CN1)N(C=C2C2=CC(=C(C=C2)NC(=O)NC2=CC(=NO2)C2(CC2)C(F)(F)F)F)C2CN(CC2)C